N1=C(C=CC=C1)C alpha-picoline